di-isopentyl 2,3-dibromomaleate Br/C(/C(=O)OCCC(C)C)=C(/C(=O)OCCC(C)C)\Br